[C@H]1([C@@H](O)[C@@H](O)[C@H](O)[C@H](O1)CO)OCCNC(CN(CC(=O)NCCCCCNC(OCC1=CC=CC=C1)=O)CC(NCCO[C@@H]1[C@@H](O)[C@@H](O)[C@H](O)[C@H](O1)CO)=O)=O benzyl [5-(2-{bis[2-({2-[(α-D-mannopyranosyl)oxy]ethyl} amino)-2-oxoethyl]amino}acetamido)pentyl]carbamate